N1N=NC2=C1C=CC(=C2)CN2C(C1=CC=CC=C1C2CC2=C(N=NN2C)Cl)=O 2-((1H-benzo[d][1,2,3]triazol-5-yl)methyl)-3-((4-chloro-1-methyl-1H-1,2,3-triazol-5-yl)methyl)isoindolin-1-one